C1(=CC=CC=C1)C=1C(=NC=NC1)B(O)O 5-PHENYLPYRIMIDINE-4-BORONIC ACID